ethyl hydrazinecarbothioate N(N)C(OCC)=S